C(C)OC(=O)C=1NC=CC1N(C(=S)NC(=O)OCC)CCCCC 3-(3-(ethoxycarbonyl)-1-pentylthioureido)-1H-pyrrole-2-carboxylic acid ethyl ester